(1S,3aR,6aS)-hexahydrocyclopenta[c]pyrrole-1,2(1H)-dicarboxylic acid 1-benzyl ester C(C1=CC=CC=C1)OC(=O)[C@H]1N(C[C@H]2[C@@H]1CCC2)C(=O)O